1-(2-((4,6-Dimethoxypyrimidin-2-yl)thio)phenyl)-N,N-dimethylpiperidin-4-amine COC1=NC(=NC(=C1)OC)SC1=C(C=CC=C1)N1CCC(CC1)N(C)C